2-cyclopentyl-5-oxopyrazolo[1,5-a]pyridin C1(CCCC1)C=1NN2C(=CC(C=C2)=O)C1